6-(2-phenylimidazo[1,2-a]pyridin-6-yl)-N-((tetrahydropyran-4-yl)methyl)quinazolin-4-amine C1(=CC=CC=C1)C=1N=C2N(C=C(C=C2)C=2C=C3C(=NC=NC3=CC2)NCC2CCOCC2)C1